dicyclopropyl(4-((3-(7-(((Z)-3-fluoro-1-methylpiperidin-4-yl)amino)-3-(2,2,2-trifluoroethyl)benzo[b]thiophen-2-yl)prop-2-yn-1-yl)amino)-3-methoxyphenyl)phosphine oxide C1(CC1)P(C1=CC(=C(C=C1)NCC#CC1=C(C2=C(S1)C(=CC=C2)NC2C(CN(CC2)C)F)CC(F)(F)F)OC)(C2CC2)=O